7-(3-aminophenyl)-N-(4-morpholinophenyl)thieno[3,2-d]pyrimidin-2-amine NC=1C=C(C=CC1)C1=CSC2=C1N=C(N=C2)NC2=CC=C(C=C2)N2CCOCC2